C(C=C)C1(N(C2=CC=CC=C2C1)C(=O)OC(C)(C)C)C(=O)OC 1-tert-butyl 2-methyl 2-allylindoline-1,2-dicarboxylate